1-(2,2-bis(4-fluorophenyl)vinyl)tetrahydro-1H-thiophen-1-ium triflate [O-]S(=O)(=O)C(F)(F)F.FC1=CC=C(C=C1)C(=C[S+]1CCCC1)C1=CC=C(C=C1)F